C(CC(C)CCCC(C)CCCC(C)CCCC(C)C)NC(=O)N phytanyl-urea